3-(4-fluorophenyl)-5,7-dimethyl-1H-indole-2-carboxylic acid FC1=CC=C(C=C1)C1=C(NC2=C(C=C(C=C12)C)C)C(=O)O